(S)-2-(Benzofuran-2-carboxamido)-N6-benzyl-N1-(1-(2-(2-adamantylamino)-2-oxoethyl)-2-oxo-1,2-dihydropyridin-3-yl)-5-oxohexandiamid O1C(=CC2=C1C=CC=C2)C(=O)N[C@H](C(=O)NC=2C(N(C=CC2)CC(=O)NC2C1CC3CC(CC2C3)C1)=O)CCC(C(=O)NCC1=CC=CC=C1)=O